C1(CCCCC1)[C@@H](C)C1N(CCN(C1)C=1C=NN2C1C=CC(=C2)C=2C=NN(C2)C)C(=O)OCC2=CC=C(C=C2)C=2N(C=C(N2)C(F)(F)F)C2CC2 (4-(1-cyclopropyl-4-(trifluoromethyl)-1H-imidazol-2-yl)phenyl)methanol (1R)-1-cyclohexylethyl-4-[6-(1-methyl-1H-pyrazol-4-yl)pyrazolo[1,5-a]pyridin-3-yl]piperazine-1-carboxylate